OCC(=O)N1CCC(CC1)OC1=C(C#N)C=C(C=C1)C=1C2=C(N=CN1)NC(=C2)C2=CC=C(C=C2)N2CCN(CC2)C2COC2 2-((1-(2-hydroxyacetyl)piperidin-4-yl)oxy)-5-(6-(4-(4-(oxetan-3-yl)piperazin-1-yl)phenyl)-7H-pyrrolo[2,3-d]pyrimidin-4-yl)benzonitrile